C(C1=CC=CC=C1)OC1NC(CCC1N(C1=CC(=C(C=C1)N1CCN(CC1)C1C(CN(CC1)C(=O)OC(C)(C)C)(F)F)F)C)OCC1=CC=CC=C1 tert-butyl 4-(4-(4-((2,6-bis(benzyloxy)piperidin-3-yl)(methyl)amino)-2-fluorophenyl)piperazin-1-yl)-3,3-difluoropiperidine-1-carboxylate